1,4,6-triazaspiro[4.4]nonane N1CCNC12NCCC2